12,13-epoxytrichothec-9-ene CC1=C[C@@H]2[C@](CC1)([C@]3(CC[C@H]([C@@]34CO4)O2)C)C